(3R,5R)-adamantane C12CC3CC(CC(C1)C3)C2